3-hydroxyquinolinone OC=1C(NC2=CC=CC=C2C1)=O